2-methyl-1-(4-(5-(4,4,5,5-tetramethyl-1,3,2-dioxaborolan-2-yl)pyridin-2-yl)piperazin-1-yl)propan-1-one CC(C(=O)N1CCN(CC1)C1=NC=C(C=C1)B1OC(C(O1)(C)C)(C)C)C